(S)-4-(2,3-dichloro-6-hydroxyphenyl)-1-(pyridin-4-yl)pyrrolidin-2-one ClC1=C(C(=CC=C1Cl)O)[C@@H]1CC(N(C1)C1=CC=NC=C1)=O